6-(2-(2-Fluorophenyl)-5,6-dihydro-4H-pyrrolo[1,2-b]pyrazol-3-yl)-1H-indazole FC1=C(C=CC=C1)C=1C(=C2N(N1)CCC2)C2=CC=C1C=NNC1=C2